5-bromo-6-((4-methoxybenzyl)oxy)-2-(tetrahydro-2H-pyran-4-yl)-2H-indazole BrC1=CC2=CN(N=C2C=C1OCC1=CC=C(C=C1)OC)C1CCOCC1